C(C)(C)(C)C1=CC2=C(NC(=N2)C2=C(C=C(C=C2)Cl)C=2C(=CC(=CC2)C(N[C@H](CCC)C2=CC=CC=C2)=O)C(=O)O)C=C1 2'-(5-tert-butyl-1H-1,3-benzodiazol-2-yl)-5'-chloro-4-{[(1R)-1-phenylbutyl]carbamoyl}-[1,1'-biphenyl]-2-carboxylic acid